4-[8-Amino-3-(2-oxooctahydro-1H-cyclopropa[a]indolizin-5-yl)imidazo[1,5-a]pyrazin-1-yl]-3-ethoxy-N-[4-(trifluoromethyl)pyridin-2-yl]benzamid NC=1C=2N(C=CN1)C(=NC2C2=C(C=C(C(=O)NC1=NC=CC(=C1)C(F)(F)F)C=C2)OCC)C2CN1C(C3C(C1CC2)C3)=O